2-((6-chloro-2-(1,2,3,6-tetrahydropyridin-4-yl)pyrido[3,4-d]pyrimidin-4-yl)amino)-N-phenylethane-1-sulfonamide ClC1=CC2=C(N=C(N=C2NCCS(=O)(=O)NC2=CC=CC=C2)C=2CCNCC2)C=N1